3-(8-Amino-6-(2-fluoro-4-(1-hydroxyethyl)phenyl)imidazo[1,2-a]pyrazin-3-yl)-N-(trans-4-hydroxycyclohexyl)-4-methylbenzenesulfonamide NC=1C=2N(C=C(N1)C1=C(C=C(C=C1)C(C)O)F)C(=CN2)C=2C=C(C=CC2C)S(=O)(=O)N[C@@H]2CC[C@H](CC2)O